(E)-tert-butyl 4-(2-methoxy-2-oxoethylidene)-3-methylpiperidine-1-carboxylate COC(\C=C/1\C(CN(CC1)C(=O)OC(C)(C)C)C)=O